1-azido-N-(2-(2,5-dioxo-2,5-dihydro-1H-pyrrol-1-yl)ethyl)-3,6,9,12,15,18,21,24-octaoxaheptacosan-27-amide N(=[N+]=[N-])CCOCCOCCOCCOCCOCCOCCOCCOCCC(=O)NCCN1C(C=CC1=O)=O